(2-(2H-1,2,3-triazol-2-yl)phenyl)((1S,4R,6R)-6-((5-chloropyridin-2-yl)oxy)-2-azabicyclo[2.2.2]oct-2-yl)methanone N=1N(N=CC1)C1=C(C=CC=C1)C(=O)N1[C@@H]2[C@@H](C[C@H](C1)CC2)OC2=NC=C(C=C2)Cl